C(#N)C1=C(C=C(C=C1)OC1=CC=C(C=C1)C(F)(F)F)NC(=O)C1N(C(CC1)=O)C N-(2-cyano-5-(4-(trifluoromethyl)phenoxy)phenyl)-1-methyl-5-oxopyrrolidine-2-carboxamide